N-(2-{[(3-chlorophenyl)methyl]sulfanyl}ethyl)-5H,6H,7H,8H,9H-[1,2,3,4]tetrazolo[1,5-a]azepine-9-carboxamide ClC=1C=C(C=CC1)CSCCNC(=O)C1C=2N(CCCC1)N=NN2